C(C)OC(=O)C1=NNC(=C1)OCCCOC=1N(N=CC1Br)C.C(CCCCCCCCCCCC)OC([C@H](CC1=CC(=CC(=C1)F)F)NC(=O)OC(C)(C)C)=O.CN1C(C(CC1)[2H])=O N-methylpyrrolidone-d tridecyl-(S)-2-((tert-butoxycarbonyl)amino)-3-(3,5-difluorophenyl)propanoate ethyl-5-[3-(4-bromo-2-methyl-pyrazol-3-yl)oxypropoxy]-1H-pyrazole-3-carboxylate